CC1=NSC(=C1C=1C=CC(=NC1)NC([C@H](C1CCC(CC1)C)NC(=O)C1=CC=NN1C)=O)C N-((S)-2-((5-(3,5-dimethylisothiazol-4-yl)pyridin-2-yl)amino)-1-((1r,4S)-4-methylcyclohexyl)-2-oxoethyl)-1-methyl-1H-pyrazole-5-carboxamide